(S)-1-(3-(4-amino-7-chloro-3-((3,5-dimethoxyphenyl)ethynyl)-1H-pyrazolo[4,3-c]pyridin-1-yl)pyrrolidin-1-yl)-2-fluoroprop-2-en-1-one NC1=NC=C(C2=C1C(=NN2[C@@H]2CN(CC2)C(C(=C)F)=O)C#CC2=CC(=CC(=C2)OC)OC)Cl